Ethyl 2-(1-(4-nitrophenyl)-4-nonyl-2,5-dioxo-2,5-dihydro-1H-pyrrol-3-yl)acetate [N+](=O)([O-])C1=CC=C(C=C1)N1C(C(=C(C1=O)CCCCCCCCC)CC(=O)OCC)=O